[(2S,3R)-7-(6-tert-butyl-7-methyl-pyrrolo[2,3-d]pyrimidin-2-yl)-3-isopropoxy-azepan-2-yl]methanol C(C)(C)(C)C1=CC2=C(N=C(N=C2)C2CCC[C@H]([C@@H](N2)CO)OC(C)C)N1C